5-methylpyrimido[1,6-a][1,4]diazepin-7(1H)-one CC1=CC=NCC=2N1C(N=CC2)=O